8-(1-aminoethyl)-3,6,7-trimethyl-2-morpholino-quinazolin-4-one NC(C)C=1C(=C(C=C2C(N(C(=NC12)N1CCOCC1)C)=O)C)C